N-(3,3-difluorocyclobutyl)-6-fluoro-4-[3-(trifluoromethyl)-7,8-dihydro-5H-1,6-naphthyridin-6-yl]quinazolin-2-amine FC1(CC(C1)NC1=NC2=CC=C(C=C2C(=N1)N1CC=2C=C(C=NC2CC1)C(F)(F)F)F)F